C(C)C1=C(C=CC(=C1)OCOCC[Si](C)(C)C)C1=CC=C2C=NN(C2=C1)C1OCCCC1 6-(2-ethyl-4-((2-(trimethylsilyl)ethoxy)methoxy)phenyl)-1-(tetrahydro-2H-pyran-2-yl)-1H-indazole